(5-chloro-3-cyclopropylpyrazolo[1,5-a]pyrimidin-7-yl)(4-(pyrimidin-2-yl)benzyl)carbamic acid tert-butyl ester C(C)(C)(C)OC(N(CC1=CC=C(C=C1)C1=NC=CC=N1)C1=CC(=NC=2N1N=CC2C2CC2)Cl)=O